{4-(trifluoromethyl)phenyl}methanol FC(C1=CC=C(C=C1)CO)(F)F